C(#N)C=1C(=C(C=CC1C(=O)O)C1=CC=CC=C1)F cyano-2-fluoro-[1,1'-biphenyl]-4-carboxylic acid